[Si](C)(C)(C(C)(C)C)OC(CN1N=C(C=C1)[N+](=O)[O-])C 1-(2-((tert-butyldimethylsilyl)oxy)propyl)-3-nitro-1H-pyrazole